ClC=1C=C(CN2C(N(C3(C2=O)CCN(CC3)CC3(CCOCC3)O)CC)=O)C=CC1C(F)(F)F 3-(3-chloro-4-(trifluoromethyl)benzyl)-1-ethyl-8-((4-hydroxytetrahydro-2H-pyran-4-yl)methyl)-1,3,8-triazaspiro[4.5]decane-2,4-dione